COC(C(=NOC)C1=C(C=CC=C1)CBr)=O 2-(2'-Bromomethylphenyl)-2-methoxyiminoacetic acid methyl ester